tert-butyl (1-(pyridin-2-yl)piperidin-4-yl)carbamate N1=C(C=CC=C1)N1CCC(CC1)NC(OC(C)(C)C)=O